2-chloro-N-(3-chlorobenzyl)-6-(3,5-dimethylisoxazol-4-yl)quinazoline ClC1N(C2=CC=C(C=C2C=N1)C=1C(=NOC1C)C)CC1=CC(=CC=C1)Cl